chloro-4''-((3,5-difluoropyridin-2-yl)methoxy)-5'-(fluoromethyl)-3-(2-hydroxypropan-2-yl)-6''-methyl-2H,2''H-[1,2':4',1''-terpyridin] ClC1N(C=CC=C1C(C)(C)O)C1=NC=C(C(=C1)N1CC=C(C=C1C)OCC1=NC=C(C=C1F)F)CF